[5-[2-(3-fluorophenyl)ethynyl]-indan-1-yl]-3-methyl-azetidin-3-ol FC=1C=C(C=CC1)C#CC=1C=C2CCC(C2=CC1)N1CC(C1)(O)C